FC=1C=C(C=NC1)C1=CC(=NC(=C1F)C)C1=NOC(=N1)C=1C=NC=CC1 3-(5,5'-Difluoro-6'-methyl-[3,4'-bipyridyl]-2'-yl)-5-(pyridin-3-yl)-1,2,4-oxadiazole